N1(N=CC=C1)C1=C(CNC2=C3N=CN(C3=NC(=N2)N2C[C@H](CCC2)N)C(C)C)C=CC=C1 (S)-N-(2-(1H-pyrazol-1-yl)benzyl)-2-(3-aminopiperidin-1-yl)-9-isopropyl-9H-purin-6-amine